BrC1=NC(=CC2=C1OCC(O2)(C)C)SC 5-bromo-2,2-dimethyl-7-(methylthio)-2,3-dihydro-[1,4]dioxino[2,3-c]pyridine